OC1=C(C=C(C(=C1)O)C)C=1NC(=NN1)C(=O)NCC(F)(F)F 5-(2,4-dihydroxy-5-methylphenyl)-N-(2,2,2-trifluoroethyl)-4H-1,2,4-triazole-3-carboxamide